2-ethoxycarbonylaminosulfonyl-N,N-dimethylnicotinamide C(C)OC(=O)NS(=O)(=O)C1=C(C(=O)N(C)C)C=CC=N1